2-(4-oxoquinazolin-3(4H)-yl)piperidine-4-carboxylic acid methyl ester COC(=O)C1CC(NCC1)N1C=NC2=CC=CC=C2C1=O